4-((4-cyclopropyl-2-(N-methylmethylsulfonamido)phenyl)amino)-N-ethoxy-6-((6-fluoropyridin-2-yl)amino)nicotinamide C1(CC1)C1=CC(=C(C=C1)NC1=CC(=NC=C1C(=O)NOCC)NC1=NC(=CC=C1)F)N(S(=O)(=O)C)C